2,3-difluoro-4-[2-fluoro-5-[[4-fluoro-2-(trifluoromethyl)benzoyl]amino]-4-[rac-(3R,5S)-3,4,5-trimethylpiperazin-1-yl]phenyl]-N-(2,4,4-trimethylpentan-2-yl)benzamide FC1=C(C(=O)NC(C)(CC(C)(C)C)C)C=CC(=C1F)C1=C(C=C(C(=C1)NC(C1=C(C=C(C=C1)F)C(F)(F)F)=O)N1C[C@H](N([C@H](C1)C)C)C)F |r|